C1CC12CCN(CC2)C2=C(C(=O)NC1=CC3=C(N=NC(=C3)O)C(=N1)N1CCC(CC1)(F)F)C=CC(=C2)I 2-{6-azaspiro[2.5]oct-6-yl}-N-[8-(4,4-difluoropiperidin-1-yl)-3-hydroxypyrido[3,4-C]pyridazin-6-yl]-4-iodobenzamide